C(C)NC=1N=CC=2C(N1)=C(C(NC2)=O)C2=CC=C(C=C2)OC(F)(F)F 2-(ethylamino)-8-(4-(trifluoromethoxy)phenyl)pyrido[4,3-d]pyrimidin-7(6H)-one